platinum-nickel-chromium [Cr].[Ni].[Pt]